C1(CC1)CCN(C1=C2CN(C(C2=CC=C1)=O)C1C(NC(CC1)=O)=O)C1CCC(CC1)NCC=1OC=CN1 3-(4-((2-cyclopropylethyl)((1r,4r)-4-((oxazol-2-ylmethyl)amino)cyclohexyl)amino)-1-oxoisoindolin-2-yl)piperidine-2,6-dione